ClC1=C2CN(C(C2=CC=C1C1CCN(CC1)C1CC(C1)OC1CCNCC1)=O)C1C(NC(CC1)=O)=O 3-[4-chloro-1-oxo-5-[1-[3-(4-piperidyloxy)cyclobutyl]-4-piperidyl]isoindolin-2-yl]piperidine-2,6-dione